4-propan-2-yloxyaniline CC(C)OC1=CC=C(N)C=C1